4-Amino-1-(4-((tert-butoxycarbonyl)(methyl)amino)phenyl)-2-oxo-7-(trifluoromethyl)-1,2-dihydroquinoline NC1=CC(N(C2=CC(=CC=C12)C(F)(F)F)C1=CC=C(C=C1)N(C)C(=O)OC(C)(C)C)=O